ClC1=CC=C(C=C1)C=1N=C2N(C=CC=C2)C1CN1C2CCN(C(C1)CC2)C(=O)O.C(CC)OC(OCCC)[SiH2]C2=CC(=CC=C2)C=C dipropoxymethyl-(3-vinylphenyl)silane 6-{[2-(4-chlorophenyl)imidazo[1,2-a]pyridin-3-yl]methyl}-2,6-diazabicyclo[3.2.2]nonane-2-carboxylate